C(C=C)(=O)OCCCOC=1C=C2C=CC(=CC2=CC1)C(=O)OC1=CC(=C(C=C1)OC(=O)C1=CC2=CC=C(C=C2C=C1)OCCCOC(C=C)=O)C(=O)OCCCCCCCCCCOC1=CC=C(C=C1)C1=CC=C(C=C1)C#N [3-[10-[4-(4-cyanophenyl)phenoxy]decoxycarbonyl]-4-[6-(3-prop-2-enoyloxypropoxy)naphthalene-2-carbonyl]oxy-phenyl] 6-(3-prop-2-enoyloxypropoxy)naphthalene-2-carboxylate